4-methylphenyl 1-thio-β-D-ribofuranoside S([C@H]1[C@H](O)[C@H](O)[C@H](O1)CO)C1=CC=C(C=C1)C